C(C)(C)NC(C)(O)OC1=CC=C(C=C1)OC (isopropylamino)-1-(4-methoxyphenoxy)ethan-1-ol